ClP(OC)NC(C)(C(C)C)C(C)C chloro-(diisopropylethylamino)-methoxyphosphine